OC1=C(C=CC(=C1)O)C1=NC(=NC(=N1)C1=C(C=C(C=C1)O)O)C1=CC=C(C=C1)OC 2,4-bis(2,4-dihydroxyphenyl)-6-(4-methoxyphenyl)s-triazine